ClC1=CC(=C2C(C(=CN(C2=N1)C=1SC=C(N1)C(F)(F)F)C(=O)O)=O)C 7-chloro-5-methyl-4-oxo-1-[4-(trifluoromethyl)-1,3-thiazol-2-yl]-1,4-dihydro-1,8-naphthyridine-3-carboxylic acid